6-bromo-3-(4-methoxyphenoxy)-2-(3-methoxyphenyl)quinoline BrC=1C=C2C=C(C(=NC2=CC1)C1=CC(=CC=C1)OC)OC1=CC=C(C=C1)OC